NC1=NC(=CC(=N1)O)N 2,6-diamino-4-hydroxypyrimidine